3,4-dihydro-1,5-naphthyridin-2(1H)-one N1C(CCC2=NC=CC=C12)=O